3,6-bis(5-(4,4''-bis(3-azidopropyl)-[1,1':3',1''-terphenyl]-5'-yl)thiophen-2-yl)-2,5-bis(2-ethylhexyl)-2,5-dihydropyrrolo(3,4-c)pyrrole-1,4-dione N(=[N+]=[N-])CCCC1=CC=C(C=C1)C1=CC(=CC(=C1)C1=CC=C(S1)C=1N(C(C2=C(N(C(C21)=O)CC(CCCC)CC)C=2SC(=CC2)C=2C=C(C=C(C2)C2=CC=C(C=C2)CCCN=[N+]=[N-])C2=CC=C(C=C2)CCCN=[N+]=[N-])=O)CC(CCCC)CC)C2=CC=C(C=C2)CCCN=[N+]=[N-]